tetradecyldimethylamine oxide C(CCCCCCCCCCCCC)[N+](C)(C)[O-]